3-(5-{[5-(2-fluorophenyl)-6-(3-fluoropyridin-4-yl)-1,2,4-triazin-3-yl]amino}pyridin-2-yl)oxetan-3-ol FC1=C(C=CC=C1)C=1N=C(N=NC1C1=C(C=NC=C1)F)NC=1C=CC(=NC1)C1(COC1)O